ClC1=C(C(C=2C=CC=NC2C1=O)=O)NC1=CC(=C(C=C1)N1CCOCC1)C(F)(F)F 7-Chloro-6-((4-morpholino-3-(trifluoromethyl)phenyl)amino)chinolin-5,8-dion